ClC=1C(=NN(C1C(=O)NC1=CC(=NC=C1)C(=O)N)CC1CCOCC1)C1CC1 4-(4-chloro-3-cyclopropyl-1-((tetrahydro-2H-pyran-4-yl)methyl)-1H-pyrazole-5-carboxamido)picolinamide